C(CCCCCC)C(CCCCCCCC)P(O)(=O)CC(CCCC)CC (1-heptylnonyl)(2-ethylhexyl)phosphinic acid